NC1=C(C=CC(=C1F)NCC1=CC=C(C=C1)C(F)(F)F)NC(CCC\C=C/CCCC)=O (Z)-N-(2-amino-3-fluoro-4-((4-(trifluoromethyl)benzyl)amino)phenyl)dec-5-enamide